N1C=NC2=C1C=CC(=C2)C(=O)N (E)-1H-benzimidazole-5-carboxamide